mercaptoacetate (Thio glycolate) C(CS)(=O)O.SCC(=O)O